tert-butyl 4-((ethoxycarbonyl)(methyl)amino)piperidine-1-carboxylate C(C)OC(=O)N(C1CCN(CC1)C(=O)OC(C)(C)C)C